(17β)-17-hydroxyandrosta-1,4-dien-3-one O[C@@H]1[C@]2(C)[C@@H](CC1)[C@@H]1CCC3=CC(C=C[C@]3(C)[C@H]1CC2)=O